NC1=C(C(=O)N)C=CC(=C1C)F 2-amino-4-fluoro-3-methylbenzamide